FC(C=1C=CC=2C3=C(C(N(C2N1)C=1C(=NC=CC1)C(F)(F)F)=O)N=CO3)(F)F 7-Trifluoromethyl-5-(2-trifluoromethylpyridin-3-yl)oxazolo[4,5-c][1,8]naphthyridin-4(5H)-one